C(CCCCC)OC=1C=C2C(N(C(C2=CC1NS(=O)(=O)C1=CC=CC=C1)=O)CCC(=O)O)=O 5-hexyloxy-6-benzenesulfonamido-N-carboxyethyl-isoindolin-1,3-dione